OC=1C=C(C=O)C=C(C1O)Br 3,4-dihydroxy-5-bromobenzaldehyde